3-iodo-7-methoxy-6-(oxetan-3-yl)imidazo[1,2-b]pyridazine IC1=CN=C2N1N=C(C(=C2)OC)C2COC2